9-methyl-3,4,7,15-tetraazatricyclo[12.3.1.02,6]Octadeca-1(18),2(6),4,14,16-pentaen-8-one CC1C(NC=2C=NNC2C=2C=CN=C(CCCC1)C2)=O